C(CC)N1C(CCCCC1)=O N-propyl-Caprolactam